(1S,6R)-7,7-dimethylbicyclo[4.1.0]hept-3-ene-3-carboxylic acid CC1([C@@H]2CC=C(C[C@H]12)C(=O)O)C